OC(C)C1CN(CC(C1)CC(=O)OC)C(=O)OCC1=CC=CC=C1 benzyl 3-(1-hydroxyethyl)-5-(2-methoxy-2-oxo-ethyl)piperidine-1-carboxylate